3-Fluoro-5-(2-hydroxypropan-2-yl)-N'-((3-methyl-2-(trifluoromethyl)-6,7-dihydro-5H-cyclopenta[b]pyridin-4-yl)carbamoyl)thiophene-2-sulfonimidamide FC1=C(SC(=C1)C(C)(C)O)S(=O)(N)=NC(NC1=C2C(=NC(=C1C)C(F)(F)F)CCC2)=O